[Si](C1=CC=CC=C1)(C1=CC=CC=C1)(C(C)(C)C)OCC=1C=C(C(N(N1)CC1=CC=C(C=C1)OC)=O)OC(F)F 6-(((tert-butyldiphenylsilyl)oxy)methyl)-4-(difluoromethoxy)-2-(4-methoxybenzyl)pyridazin-3(2H)-one